(3-amino-2-bromo-4-iodo-6-nitrophenyl)(2-chloro-4-fluorophenyl)methanol NC=1C(=C(C(=CC1I)[N+](=O)[O-])C(O)C1=C(C=C(C=C1)F)Cl)Br